5-(2-(3-(3-(3,4-dimethoxyphenyl)azetidin-1-yl)-4,5-difluorophenyl)cyclopropyl)-2,2'-bipyrimidine COC=1C=C(C=CC1OC)C1CN(C1)C=1C=C(C=C(C1F)F)C1C(C1)C=1C=NC(=NC1)C1=NC=CC=N1